C(CCCCCCC\C=C/C\C=C/CCCCC)OCCCCCCCC\C=C/C\C=C/CCCCC di-linoleyl ether